BrC1=CC=C2C=CC=C3C4=C(C=CC5=CC=CC(C1=C23)=C45)Br 1,7-dibromoperylene